3-(6-Chloropyridin-3-yl)-1-methylimidazolidine-2,4-dione ClC1=CC=C(C=N1)N1C(N(CC1=O)C)=O